C(C)(C)(C)OC(=O)N1CCN(CC1)C1=NC2=CC=CC=C2N=C1C.C(C)(C)(C)OOC(C)(C)C1=CC(=CC=C1)C(C)(C)OOC(C)(C)C 1,3-bis(t-butylperoxyisopropyl)benzene tert-Butyl-4-(3-methylquinoxalin-2-yl)piperazine-1-carboxylate